(S)-2-(3-Methyl-4-oxo-3,4-dihydro-5H-imidazo[4,5-d]pyridazin-5-yl)-N-(1-(4-(trifluoromethyl)-phenyl)ethyl)acetamid CN1C=NC=2C=NN(C(C21)=O)CC(=O)N[C@@H](C)C2=CC=C(C=C2)C(F)(F)F